phenyl (1,1,1-trifluoro-2-((R or S)-3-(2-(5-fluorothiophen-2-yl)ethyl)-1-(2-(6-methylpyridin-3-yl)propan-2-yl)pyrrolidin-3-yl)propan-2-yl)carbamate FC(C(C)([C@]1(CN(CC1)C(C)(C)C=1C=NC(=CC1)C)CCC=1SC(=CC1)F)NC(OC1=CC=CC=C1)=O)(F)F |o1:4|